3,4-dihydroxy-9H-fluoren-9-one OC=1C=CC=2C(C3=CC=CC=C3C2C1O)=O